N-methyl-6-oxo-N-phenyl-1,6-dihydropyridine-2-carboxamide CN(C(=O)C=1NC(C=CC1)=O)C1=CC=CC=C1